ClC=1C=C2C=C(NC2=CC1OCC=1N=CSC1)CNC(=O)[C@H]1OCC1 (S)-N-((5-chloro-6-(thiazol-4-ylmethoxy)-1H-indol-2-yl)methyl)oxetane-2-carboxamide